4-(2,3-difluoro-4-(1-(tetrahydro-2H-pyran-2-yl)-1H-pyrazol-4-yl)phenyl)piperazine FC1=C(C=CC(=C1F)C=1C=NN(C1)C1OCCCC1)N1CCNCC1